2-(7-fluoro-9H-carbazol-2-yl)-N-(4-sulfamoylbenzyl)acetamide FC1=CC=C2C=3C=CC(=CC3NC2=C1)CC(=O)NCC1=CC=C(C=C1)S(N)(=O)=O